ClC1=C(C=CC=C1N(C1=CC(=CC=C1)N(C1=CC=CC=C1)C1=CC=CC=C1)C1=CC=CC=C1)N(C1=CC(=CC=C1)N(C1=CC=CC=C1)C1=CC=CC=C1)C1=CC=CC=C1 N1,N1'-(2-chloro-1,3-phenylene)bis(N1,N3,N3-triphenylbenzene-1,3-diamine)